C1(CCC1)COC=1C=CC(=NC1)NC(C(=C)N1CC(N(CC1)C(=O)C1=CNC(C=C1)=O)(C)C)=O (R)-N-(5-(cyclobutylmethoxy)pyridin-2-yl)-2-(3,3-dimethyl-4-(6-oxo-1,6-dihydropyridine-3-carbonyl)piperazin-1-yl)propenamide